N1CNC2=NC=CC=C21 dihydro-imidazo[4,5-b]pyridin